C(#N)COC1=CC=C(C=C1)C1=CC(=CC=C1)S(=O)(=O)N1CCC2(CC(CO2)NC[C@@H](COC=2C=C(C=CC2)S(=O)(=O)NC)O)CC1 3-((2S)-3-(8-(4'-(cyanomethoxy)biphenyl-3-ylsulfonyl)-1-oxa-8-azaspiro[4.5]decan-3-ylamino)-2-hydroxypropoxy)-N-methylbenzenesulfonamide